BrC=1C=CC=2C(C3=CC=CC=C3C2C1)(C1=CC=CC=C1)C1=CC=CC=C1 3-bromo-9,9-diphenyl-9H-fluorene